6-chloro-3-isopropyl-N-(pyrimidin-2-yl)-[1,2,4]triazolo[4,3-b]pyridazin-8-amine ClC=1C=C(C=2N(N1)C(=NN2)C(C)C)NC2=NC=CC=N2